C(CCCCCCCCCCCCC)OC[C@@H](O)COP(=O)([O-])OCC[N+](C)(C)C 1-tetradecyl-sn-glycero-3-phosphocholine